C(C)(=O)C1=NN(C2=CC=C(C=C12)C=1C=NC(=NC1)C)CC(=O)N1[C@@H](C[C@@](C1)(F)CN(C)C)C(=O)NC1=NC(=CC=C1C)Br (2S,4R)-1-(2-(3-acetyl-5-(2-methylpyrimidin-5-yl)-1H-indazol-1-yl)acetyl)-N-(6-bromo-3-methylpyridin-2-yl)-4-((dimethylamino)methyl)-4-fluoropyrrolidine-2-carboxamide